FC1=CC=C(C=C1)CCCNC1CCN(CC1)C=1C2=C(N=CN1)C(=NS2)C N-(3-(4-Fluorophenyl)propyl)-1-(3-methylisothiazolo[4,5-d]pyrimidin-7-yl)piperidin-4-amine